C(C)OC1=NC=CC(=C1C1=CC(=C2C(=N1)C=NN2C(C)C)N[C@H]2COCC2)C 5-(2-ethoxy-4-methyl-3-pyridinyl)-1-isopropyl-N-[(3R)-tetrahydrofuran-3-yl]pyrazolo[4,3-b]pyridin-7-amine